N-[4-(5-bromothiazol-2-yl)-3-methyl-phenyl]carbamic acid isopropyl ester C(C)(C)OC(NC1=CC(=C(C=C1)C=1SC(=CN1)Br)C)=O